4-methyl-4-(methylthio)piperidine hydrochloride Cl.CC1(CCNCC1)SC